3-(3-(3-Methyl-4-((pyridin-3-yloxy)methyl)phenoxy)azetidin-1-yl)-2-(1H-pyrrol-1-yl)benzene Methyl-formate COC=O.CC=1C=C(OC2CN(C2)C=2C(=CC=CC2)N2C=CC=C2)C=CC1COC=1C=NC=CC1